C[C@]1(OCC[C@@H](C1)OC=1C(=NC(=CC1)C=1N=NN(C1COC(N(C)CC1CCC1)=O)C)C)C(=O)O cis-methyl-4-((6-(5-((((cyclobutylmethyl)(methyl)carbamoyl)oxy)methyl)-1-methyl-1H-1,2,3-triazol-4-yl)-2-methylpyridin-3-yl)oxy)tetrahydro-2H-pyran-2-carboxylic acid